(3S,4r,5R)-3,4,5-tris(benzyloxy)-1-(4-(3,6-dihydro-2H-pyran-4-yl)-2,6-difluorophenethyl)piperidine C(C1=CC=CC=C1)O[C@H]1CN(C[C@H](C1OCC1=CC=CC=C1)OCC1=CC=CC=C1)CCC1=C(C=C(C=C1F)C=1CCOCC1)F